P(OC1=CC(=CC=C1)C)(OC1=CC(=CC=C1)C)=O di(3-methylphenyl) phosphonate